FC(C1=NC(=NO1)C1=CC=C(C(=O)Cl)C=C1)(F)F 4-[5-(trifluoromethyl)-1,2,4-oxadiazol-3-yl]benzoyl chloride